(S)-N-(6-Cyano-5-(trifluoromethyl)pyridin-3-yl)-3-(4-fluoro-1H-pyrazol-1-yl)-2-hydroxy-2-methylpropanamide C(#N)C1=C(C=C(C=N1)NC([C@@](CN1N=CC(=C1)F)(C)O)=O)C(F)(F)F